(R)-1-(2-chlorophenyl)ethyl (1-ethyl-4-(6-methyl-5-nitropyridin-2-yl)-1H-1,2,3-triazol-5-yl)carbamate C(C)N1N=NC(=C1NC(O[C@H](C)C1=C(C=CC=C1)Cl)=O)C1=NC(=C(C=C1)[N+](=O)[O-])C